6-(4-Fluorophenyl)-N-[(2-oxo-1H-pyridin-3-yl)sulfonyl]-2-[(4S)-2,2,4-trimethylpyrrolidin-1-yl]pyridin-3-carboxamid FC1=CC=C(C=C1)C1=CC=C(C(=N1)N1C(C[C@@H](C1)C)(C)C)C(=O)NS(=O)(=O)C=1C(NC=CC1)=O